FC1=C(C=CC(=C1)F)C1=NN=C(S1)C(=O)N1CC2=CC=CC=C2[C@@](C1)(C=1C=NN(C1)C)C [5-(2,4-difluorophenyl)-1,3,4-thiadiazol-2-yl]-[(4R)-4-methyl-4-(1-methylpyrazol-4-yl)-1,3-dihydroisoquinolin-2-yl]methanone